3-methyltetrahydrofuran-2-one CC1C(OCC1)=O